ethyl 2-bromo-3,5-difluoroisonicotinate BrC=1C(=C(C(=O)OCC)C(=CN1)F)F